ClC=1C=C(C=CC1)[C@H](CCC(=O)OC)[C@H](O)C=1SC(=CC1)Cl |r| rac-(4S,5S)-(4R,5R)-methyl 4-(3-chlorophenyl)-5-(5-chlorothiophen-2-yl)-5-hydroxypentanoate